S1CC(CC1)OC=1C=C(C=CN2C(=CC(C=C2C)=O)C)C=CC1OC 1-(3-(tetrahydrothiophen-3-yl)oxy-4-methoxystyryl)-2,6-dimethylpyridin-4(1H)-one